bis[3-(3-t-butyl-4-hydroxy-5-methylphenyl)propionate] {ethylenebis(oxyethylene) bis[3-(5-tert-butyl-4-hydroxy-m-tolyl)propionate]} C(COCCC(C(=O)O)CC=1C=C(C=C(C1O)C(C)(C)C)C)OCCC(C(=O)O)CC=1C=C(C=C(C1O)C(C)(C)C)C.C(C)(C)(C)C=1C=C(C=C(C1O)C)CCC(=O)O.C(C)(C)(C)C=1C=C(C=C(C1O)C)CCC(=O)O